C1(CCCCC1)N1C(CCCC1(C)C)(C)C 1-(cyclohexyl)-2,2,6,6-tetramethylpiperidine